Rac-N-(8-bromo-5-ethyl-4,5-dihydronaphtho[2,1-d]isoxazol-3-yl)-2,6-dimethoxybenzenesulfonamide BrC1=CC=C2[C@@H](CC=3C(=NOC3C2=C1)NS(=O)(=O)C1=C(C=CC=C1OC)OC)CC |r|